(R)-3-((methylsulfonyl)oxy)pyrrolidine-1-carboxylic acid tert-butyl ester C(C)(C)(C)OC(=O)N1C[C@@H](CC1)OS(=O)(=O)C